CN(CCCCN)C 4-(dimethylamino)-1-butylamine